methyl(1-naphthylmethyl)sulfonium C[SH+]CC1=CC=CC2=CC=CC=C12